C(#N)C=1C(=NC(=NC1)NC1=C(C=C(C=C1C)N1CCN(CC1)CC)C(C(=O)N)=C)NC1CCCCC1 (2-((5-cyano-4-(cyclohexylamino)pyrimidin-2-yl)amino)-5-(4-ethylpiperazin-1-yl)-3-methylphenyl)acrylamide